ClC=1C=C(CC=2C(=NN(C2CC2CC2)C=2SC=C(N2)C(=O)OCC)C2=CC=C(C=C2)F)C=CC1S(N)(=O)=O ethyl 2-(4-(3-chloro-4-sulfamoylbenzyl)-5-(cyclopropylmethyl)-3-(4-fluorophenyl)-1H-pyrazol-1-yl)thiazole-4-carboxylate